C(C)C1CNCN1N1C=NC=2C1=C1C(=NC2)N(C=C1)S(=O)(=O)C1=CC=C(C)C=C1 1-(5-ethylimidazolidin-1-yl)-6-p-toluenesulfonyl-1,6-dihydroimidazo[4,5-d]pyrrolo[2,3-b]pyridine